C(C=C)N1N=C(C(=C1)OCC1=CC=CC=C1)C allyl-4-(benzyloxy)-3-methyl-1H-pyrazole